C(CCC)N(C1=CC=C(C=C1)C=CC=C)CCCC 4-dibutylaminophenyl-1,3-butadiene